BrC=1C=C2C(=C(C(=NC2=CC1)Cl)N)NCCCCO[Si](C)(C)C(C)(C)C 6-bromo-N4-[4-[tert-butyl(dimethyl)silyl]oxybutyl]-2-chloro-quinoline-3,4-diamine